(R)-4-(3-(3-chloro-5-(trifluoromethyl)phenethyl)-3-(dimethylamino)piperidin-1-yl)-N-(2,4-dimethoxybenzyl)-2,6-difluoro-N-(pyrimidin-4-yl)benzenesulfonamide ClC=1C=C(CC[C@@]2(CN(CCC2)C2=CC(=C(C(=C2)F)S(=O)(=O)N(C2=NC=NC=C2)CC2=C(C=C(C=C2)OC)OC)F)N(C)C)C=C(C1)C(F)(F)F